C(C)N(CCN(C1=CC(=C(C=C1)N)C)CC)C1=CC(=C(C=C1)N)C N,N'-bis(ethyl)-N,N'-bis(4'-amino-3'-methylphenyl)ethylenediamine